[5-(Oxetamido)-1-[4-(trifluoromethoxy)phenyl]-1,2,4-triazol-3-yl]benzaldehyde O1C(C=C1)C(=O)NC1=NC(=NN1C1=CC=C(C=C1)OC(F)(F)F)C1=C(C=O)C=CC=C1